FC1=C(C=CC(=C1F)OC1=NC=CC=C1C1=NC(=NC=C1)NC1CCC(CC1)O)NS(=O)(=O)CC1=CC=CC=C1 N-(2,3-difluoro-4-((3-(2-(((1r,4r)-4-hydroxycyclohexyl)amino)pyrimidin-4-yl)pyridin-2-yl)oxy)phenyl)-1-phenylmethanesulfonamide